FC1=CC=C(C=C1)N1CCC(CC1)NC(=O)NC1=NC=C(C=C1)O 1-[1-(4-fluorophenyl)piperidin-4-yl]-3-(5-hydroxypyridin-2-yl)urea